2-t-butyliminoethyl-2-diethylamino-1,3-dimethylperhydro-1,3,2-diazaphosphorine C(C)(C)(C)N=CCC1N(P(N(CC1)C)N(CC)CC)C